CC(CCC)N(C(CN1CCN(CC1)C(=O)OC(C)(C)C)=O)C1=CC=CC=C1 N-(2-pentyl)-2-(4-Boc-1-piperazinyl)-N-phenylacetamide